C(C)(=O)OCCC1C(CCC2C(CCCC12C)(C)C)=C 2-(5,5,8a-trimethyl-2-methylene-decalin-1-yl)ethyl acetate